2-amino-5-p-nitrophenyl-1,3,4-thiadiazole NC=1SC(=NN1)C1=CC=C(C=C1)[N+](=O)[O-]